O=C1CC2(C1)CN(C2)C2=NC=CC(=N2)COC2=CC=C(C=C2)C(C)(C)C2=CC=C(C=C2)NC=O (4-(2-(4-((2-(2-oxo-6-azaspiro[3.3]heptan-6-yl)pyrimidin-4-yl)methoxy)phenyl)propan-2-yl)phenyl)formamide